2-bromo-4-[2-[(6-chloro-2-pyridyl)oxy]ethoxy]-5-[(3-methoxyazetidin-1-yl)methyl]pyridine BrC1=NC=C(C(=C1)OCCOC1=NC(=CC=C1)Cl)CN1CC(C1)OC